[N+](=O)([O-])C1=CC=C(C=C1)N1CCC(CC1)CC1=CC=C(C=C1)NC(OCC1=CC=CC=C1)=O benzyl N-[4-[[1-(4-nitrophenyl)-4-piperidyl]methyl]phenyl]carbamate